dimethyl 4-((3R,4S)-1-((1r,3R)-3-((1-(tert-butoxycarbonyl)piperidin-4-yl)oxy)cyclobutyl)-3-fluoropiperidin-4-yl)phthalate C(C)(C)(C)OC(=O)N1CCC(CC1)OC1CC(C1)N1C[C@@H]([C@@H](CC1)C=1C=C(C(C(=O)OC)=CC1)C(=O)OC)F